C(C)OCCOCCC(C(=O)[O-])=C 2-(2-ethoxyethoxyethyl)acrylate